(6S)-6,7-Difluoro-N-(2-(methylamino)-4-((4-(trifluoromethyl)benzyl)amino)phenyl)heptanamid F[C@@H](CCCCC(=O)NC1=C(C=C(C=C1)NCC1=CC=C(C=C1)C(F)(F)F)NC)CF